benzo[d]oxazole-5-carboxamide O1C=NC2=C1C=CC(=C2)C(=O)N